C(CCC)N1C=2C(C(=O)OC1=O)=CC=CC2 N-n-butyl-isatoic anhydride